5,6,7,8-tetrahydro-[1,3]dioxolo[4,5-g]isoquinolin O1COC=2C1=CC=1CCNCC1C2